N-Acridin-9-yl-N'-[2-(1,2,3,4,4a,9a-hexahydro-acridin-9-ylamino)-ethyl]-N'-methyl-ethane-1,2-diamine C1=CC=CC2=NC3=CC=CC=C3C(=C12)NCCN(C)CCNC1=C2C=CC=CC2=NC2CCCCC12